1-((5-((4-(3-((2-((1S)-1-((tetrahydro-2H-pyran-2-yl)oxy)ethyl)-1H-imidazol-1-yl)methyl)isoxazol-5-yl)phenyl)ethynyl)pyridin-2-yl)methyl)azetidin-3-carbonitrile O1C(CCCC1)O[C@@H](C)C=1N(C=CN1)CC1=NOC(=C1)C1=CC=C(C=C1)C#CC=1C=CC(=NC1)CN1CC(C1)C#N